CC1(NC(CC(C1)OC1=CC=C(N=N1)C=1C(=CC2=CC=CC=C2C1)O)(C)C)C 3-[6-(2,2,6,6-tetramethyl-piperidin-4-yloxy)-pyridazin-3-yl]-naphthalen-2-ol